CC1(OB(OC1(C)C)C1=C(C(=C2C(OC=3C2=C(C(=C(C3[2H])[2H])C3=CC=CC=C3)[2H])=C1[2H])[2H])[2H])C 4,4,5,5-tetramethyl-2-(8-phenyldibenzo[b,d]furan-3-yl-1,2,4,6,7,9-d6)-1,3,2-dioxaborolane